C(C=C)(=O)N1CCC(CC1)CCN1N=C(C2=CC=C(C=C12)NC(=O)C=1C(=C2C=CC(OC2=CC1)(C)C)OC)C N-(1-(2-(1-acryloylpiperidin-4-yl)ethyl)-3-methyl-1H-indazol-6-yl)-5-methoxy-2,2-dimethyl-2H-chromene-6-carboxamide